Methyl 2-chloro-4-(naphthalen-1-yloxy)benzoate ClC1=C(C(=O)OC)C=CC(=C1)OC1=CC=CC2=CC=CC=C12